5-(3-Isopropyl-5-(1-(tetrahydro-2H-pyran-4-yl)azetidin-3-yl)-1H-indol-2-yl)-1,3,4-trimethylpyridin-2(1H)-on C(C)(C)C1=C(NC2=CC=C(C=C12)C1CN(C1)C1CCOCC1)C=1C(=C(C(N(C1)C)=O)C)C